[(4S,5R)-5-[[tert-butyl(dimethyl)silyl]oxymethyl]-5-ethynyl-4-(methoxymethoxy)tetrahydrofuran-2-yl]acetate [Si](C)(C)(C(C)(C)C)OC[C@@]1([C@H](CC(O1)CC(=O)[O-])OCOC)C#C